C1(=CC=CC=C1)C1=NC(=CC(=N1)C1=CC=CC=C1)C1=CC=C(C=C1)B1OC(C(O1)(C)C)(C)C 2,4-diphenyl-6-(4-(4,4,5,5-tetramethyl-1,3,2-dioxaborolan-2-yl)phenyl)pyrimidine